tantalum-arsenic [As].[Ta]